FC=1C=C(CNC2=C3N=CN(C3=NC(=N2)C#CC)C[C@@H]2SC[C@H]([C@H]2O)O)C=CC1 (2S,3R,4S)-2-((6-((3-fluorobenzyl)amino)-2-(prop-1-yn-1-yl)-9H-purin-9-yl)methyl)tetrahydrothiophene-3,4-diol